diaminocyclohexan NC1(CCCCC1)N